NCCOC=1C=C2C=C(C(=C(C2=CC1)F)N1CC(NS1(=O)=O)=O)O 5-[6-(2-aminoethoxy)-1-fluoro-3-hydroxynaphthalen-2-yl]-1λ6,2,5-thiadiazolidine-1,1,3-trione